C(C)(C)(C)OC(NCCCN1CCN(CC1)C1=NC(=C(C(=C1C#N)C1CC1)C#N)SC(C(=O)N)C1=CC=CC=C1)=O (3-(4-(6-((2-amino-2-oxo-1-phenylethyl)thio)-3,5-dicyano-4-cyclopropylpyridin-2-yl)piperazin-1-yl)propyl)carbamic acid tert-butyl ester